C(#N)C1=CC(=C(C=C1)CNCC(=O)OC(C)(C)C)F tert-butyl 2-([(4-cyano-2-fluoro-phenyl)methyl]amino)acetate